C(C)(=O)C1=CC=C(C=C1)OC(=O)C=1C=C(C=C2C1C(=CO2)C2=CC(=CC(=C2)OC)OC)C([C@H]2N(CCC2)C(=O)OCC2=CC=CC=C2)=O 3-(3,5-Dimethoxyphenyl)-6-(N-benzyloxycarbonyl-prolinyl)-4-benzofurancarboxylic acid 4-acetylphenyl ester